ClC1=CC=C(S1)COC1=C(C(=NN1C(=O)C=1OC=CC1)C1N(CCNC1C)C(C(C)(C)C)=O)OC 1-(2-{5-[(5-Chlorothiophen-2-yl)methoxy]-1-(furan-2-carbonyl)-4-methoxy-1H-pyrazol-3-yl}-3-methylpiperazin-1-yl)-2,2-dimethylpropan-1-on